C(#N)C1=CC(=C(C=C1)COC1=CC=CC(=N1)C1=CC(=C(C=C1F)CC=1N(C2=C(N1)C=CC(=C2)C(=O)O)[C@@H]2CN(C[C@@H]2OC)C(=O)OC)F)F 2-[[4-[6-[(4-cyano-2-fluoro-phenyl)methoxy]-2-pyridyl]-2,5-difluoro-phenyl]methyl]-3-[(3R,4S)-4-methoxy-1-methoxycarbonyl-pyrrolidin-3-yl]benzimidazole-5-carboxylic acid